N1(CCCC1)C1=C(C(N(N=C1)C1OCCCC1)=O)Cl (pyrrolidin-1-yl)-4-chloro-2-(tetrahydro-2H-pyran-2-yl)pyridazin-3(2H)-one